BrC=1C=CC=C2C(=C(N=CC12)C(N(CCC)C(=O)OC(C)(C)C)=O)N(C(OC(C)(C)C)=O)C(=O)OC(C)(C)C tert-butyl (8-bromo-3-((tert-butyloxycarbonyl)(propyl)carbamoyl)isoquinolin-4-yl)(tert-butyloxycarbonyl)carbamate